C(C)(=O)O[BH-](OC(C)=O)OC(C)=O.C[N+](C)(C)C Tetramethyl-ammonium triacetoxyborohydride